O1C[C@@H](CC1)NC1=NC(=CC(=N1)C=1N=NN(C1)CC1=CC=CC(=N1)C(CC(=O)O)C)C1=CC(=CC=C1)C#N 3-{6-[(4-{2-[(R)-tetrahydrofuran-3-ylamino]-6-(m-cyanophenyl)-4-pyrimidinyl}-1H-1,2,3-triazol-1-yl)methyl]-2-pyridinyl}butanoic acid